4-Methoxythiophenylethylene glycol COSC1=CC=C(C=C1)C(CO)O